iodic acid (iodate) I(=O)(=O)O.I(=O)(=O)O